1-((4-((3,4-dichlorophenyl)sulfonamido)phenyl)amino)-4-methyl-1-oxopentan ClC=1C=C(C=CC1Cl)S(=O)(=O)NC1=CC=C(C=C1)NC(CCC(C)C)=O